Tryptamine NCCC1=CNC2=CC=CC=C12